BrCC(C(CCCC(CS(=O)(=O)CCO[Si](C1=CC=CC=C1)(C1=CC=CC=C1)C(C)(C)C)(C)C)(C)C=1C=C(C=CC1)C[C@H](C(=O)OC)C)=O methyl (2R)-3-(3-(1-bromo-8-((2-((tert-butyldiphenylsilyl)oxy) ethyl)sulfonyl)-3,7,7-trimethyl-2-oxooctan-3-yl)phenyl)-2-methylpropanoate